CC(C)(C)S(=O)N=CCC 2-methyl-N-propylidenepropane-2-sulfinamide